FC(S(=O)(=N)C=1C=C(C(=O)NCC2=NC=C3C=CC(=NC3=C2)C2=NC(=CC(=C2)F)N2C[C@@H](O[C@@H](C2)C)C)C=CC1)F 3-(S-(difluoromethyl)sulfonimidoyl)-N-((2-(6-((cis)-2,6-dimethylmorpholino)-4-fluoropyridin-2-yl)-1,6-naphthyridin-7-yl)methyl)benzamide